3-amino-8-benzoyl-8-azabicyclo[3.2.1]octane NC1CC2CCC(C1)N2C(C2=CC=CC=C2)=O